COC=1C=C2CCN3C(C2=CC1OC)=CC(N(C3=O)CCNC(N)=O)=NC3=C(C=C(C=C3C)C)C 9,10-dimethoxy-2-(2,4,6-trimethylphenyl-imino)-3-(N-carbamoyl-2-aminoethyl)-3,4,6,7-tetrahydro-2H-pyrimido[6,1-a]isoquinolin-4-one